N-(tert-butyl)-5-((2,6-diethyl-3,4-dihydroquinolin-1(2H)-yl)sulfonyl)-2-((tetrahydro-2H-pyran-4-yl)methoxy)benzenesulfonamide C(C)(C)(C)NS(=O)(=O)C1=C(C=CC(=C1)S(=O)(=O)N1C(CCC2=CC(=CC=C12)CC)CC)OCC1CCOCC1